3-phenyl-3,8-diazabicyclo[3.2.1]octane C1(=CC=CC=C1)N1CC2CCC(C1)N2